ClC=1C=C(C=CC1Cl)[C@@H]1CC=C(C2=CC=CC=C12)NC(C)=O N-((S)-4-(3,4-dichlorophenyl)-3,4-dihydronaphthalene-1-yl)acetamide